CCCCCCOC(=O)CC The molecule is a propanoate ester of hexan-1-ol. It has a role as a metabolite. It is a propanoate ester and a fatty acid ester. It derives from a hexan-1-ol.